N-(5-Cyano-3-Fluoropyridin-2-yl)Acetamide C(#N)C=1C=C(C(=NC1)NC(C)=O)F